1-(3-(benzyloxy)benzyl)cyclopropyl ((S)-1-(((S)-1-hydroxy-3-((S)-2-oxopyrrolidin-3-yl) propan-2-yl)amino)-4-methyl-1-oxopentan-2-yl)carbamate OC[C@H](C[C@H]1C(NCC1)=O)NC([C@H](CC(C)C)NC(OC1(CC1)CC1=CC(=CC=C1)OCC1=CC=CC=C1)=O)=O